ethyl 2-(3-(4-bromophenyl)-2-oxo-benzimidazol-1-yl)acetate BrC1=CC=C(C=C1)N1C(N(C2=C1C=CC=C2)CC(=O)OCC)=O